Pyrimidine methanesulfonate CS(=O)(=O)O.N1=CN=CC=C1